C1(CC1)CC1=C(C(=NN1C=1SC=C(N1)C(=O)O)C=1C=C(C(=CC1)F)C=1CCC(CC1)(C)C)CC1=CC(=C(C=C1)S(N)(=O)=O)F 2-(5-(cyclopropylmethyl)-3-(6-fluoro-4',4'-dimethyl-2',3',4',5'-tetrahydro-[1,1'-biphenyl]-3-yl)-4-(3-fluoro-4-sulfamoylbenzyl)-1H-pyrazol-1-yl)thiazole-4-carboxylic acid